CC1(OB(OC1(C)C)CC(F)(F)F)C 4,4,5,5-tetramethyl-2-(2,2,2-trifluoroethyl)-1,3,2-dioxaborolane